3-(4-Chlorophenyl)-2,3-dibromopropionic acid ethyl ester C(C)OC(C(C(Br)C1=CC=C(C=C1)Cl)Br)=O